FC1=CC=C(CC2CC(N(C3=CC=CC=C23)C)=O)C=C1 4-(4-fluorobenzyl)-1-methyl-3,4-dihydroquinolin-2(1H)-one